3-(((7-(2-Aminopyrimidin-4-yl)-2,3-dihydrofuro[3,2-c]pyridin-4-yl)amino)methyl)-N-(3-isopropoxypropyl)benzamid NC1=NC=CC(=N1)C=1C2=C(C(=NC1)NCC=1C=C(C(=O)NCCCOC(C)C)C=CC1)CCO2